4-oxo-1-phenylcyclohexane-1-carboxylic acid O=C1CCC(CC1)(C(=O)O)C1=CC=CC=C1